N5-(6-(5-cyclopropyl-3,3-dimethyl-2,3-dihydro-1H-pyrrolo[3,2-b]pyridin-1-yl)pyrimidin-4-yl)-N2-(2-(dimethylamino)ethyl)-6-methoxy-N2-methyl-3-nitropyridin-2,5-diamine C1(CC1)C1=CC=C2C(=N1)C(CN2C2=CC(=NC=N2)NC=2C=C(C(=NC2OC)N(C)CCN(C)C)[N+](=O)[O-])(C)C